ClC=1C=CC(=C(C1)C1=CC(=CN=N1)CCCCCCC(CC)C(=O)O)F 6-(5-chloro-2-fluorophenyl)pyridazin-4-yl-nonane-7-carboxylic acid